C1(CCCCC1)C[C@@H](C(=O)N[C@@H](C[C@H]1C(NCC1)=O)C(CO)=O)NC(=O)C1(C2=CC=CC=C2C=2C=CC=CC12)NC(C(F)(F)F)=O N-((S)-3-cyclohexyl-1-(((S)-4-hydroxy-3-oxo-1-((S)-2-oxopyrrolidin-3-yl)butan-2-yl)amino)-1-oxopropan-2-yl)-9-(2,2,2-trifluoroacetamido)-9H-fluorene-9-carboxamide